2-methyl-N-((S)-1-(3-(2-(trifluoromethyl)pyridin-4-yl)-1,2,4-oxadiazol-5-yl)ethyl)cyclopentane-1-carboxamide CC1C(CCC1)C(=O)N[C@@H](C)C1=NC(=NO1)C1=CC(=NC=C1)C(F)(F)F